N-(3-(2-(4-hydroxypiperidin-1-yl)pyridin-4-yl)phenyl)cinnamamide OC1CCN(CC1)C1=NC=CC(=C1)C=1C=C(C=CC1)NC(C=CC1=CC=CC=C1)=O